1,2-dimyristoyl-SN-glycero-3-phosphoglycerol CCCCCCCCCCCCCC(=O)OC[C@H](COP(=O)(O)OCC(CO)O)OC(=O)CCCCCCCCCCCCC